N-[(E)-(1-hydroxy-3H-2,1-benzoxazolylpentan-5-yl)methyleneamino]-N,1-dimethyl-pyrazolo[3,4-d]Pyrimidin-4-amine ON1OC(C2=C1C=CC=C2)C(CCCC)\C=N\N(C2=C1C(=NC=N2)N(N=C1)C)C